O1CCN(CC1)[C@@]1(C(NC2=C(C=CC=C12)C(F)(F)F)=O)C1=CC=C(C=C1)B(O)O (S)-(4-(3-morpholino-2-oxo-7-(trifluoromethyl)indolin-3-yl)phenyl)boronic acid